N(C1=CC=CC=C1)C1=CC=C(C=C1)O p-anilinophenol